Ethyl-5-phenyl-1,2,4-oxadiazol-3-carboxylat C(C)OC(=O)C1=NOC(=N1)C1=CC=CC=C1